5,6-dinitrobenzo[c][1,2,5]thiadiazol [N+](=O)([O-])C1=CC=2C(=NSN2)C=C1[N+](=O)[O-]